C1(CC1)CC=1N2C(SC1)=NC(=C2)C(=O)N[C@@H]2C(N(C1=C(OC2)C=CC(=C1)C#CC(C)(C)O)C)=O (S)-3-(cyclopropylmethyl)-N-(7-(3-hydroxy-3-methylbut-1-yn-1-yl)-5-methyl-4-oxo-2,3,4,5-Tetrahydrobenzo[b][1,4]oxazepine-3-yl)imidazo[2,1-b]thiazole-6-carboxamide